OC(CN1N=C2C=CC(=CC2=C1)C=1OC2=C(C=C(C=C2C(C1)=O)C)C(C)NC1=C(C(=O)OC(C)(C)C)C=CC=C1)(C)C tert-Butyl 2-[1-[2-[2-(2-hydroxy-2-methyl-propyl)indazol-5-yl]-6-methyl-4-oxo-chromen-8-yl]ethylamino]benzoate